6-cyclopropyl-1-methylpyrido[3,4-d]pyridazin-4,7(3H,6H)-dione C1(CC1)N1C=C2C(NN=C(C2=CC1=O)C)=O